OC(CCN1N=C2C=C(C(=CC2=C1)NC(C1=CN=CC(=C1)[N+](=O)[O-])=O)N1CCOCC1)(C)C N-(2-(3-hydroxy-3-methylbutyl)-6-morpholino-2H-indazol-5-yl)-5-nitronicotinamide